NC=1C=C(C=CC1[N+](=O)[O-])N1CCN(CC1)CC1CCN(CC1)C1CCN(CC1)C=1C=C2C(N(C(C2=CC1)=O)C1C(NC(CC1)=O)=O)=O 5-(4-((4-(3-amino-4-nitrophenyl)piperazin-1-yl)methyl)-[1,4'-bipiperidin]-1'-yl)-2-(2,6-dioxopiperidin-3-yl)isoindoline-1,3-dione